FC1=CC(=CC2=C1CN([C@H](CO2)C)C(=O)C2(CCNCC2)C)C2=NOC(=N2)C(F)(F)F (3S)-6-fluoro-3-methyl-4-[(4-methylpiperidin-4-yl)carbonyl]-8-[5-(trifluoromethyl)-1,2,4-oxadiazol-3-yl]-3,5-dihydro-2H-1,4-benzoxazepine